ClC=1C(=C(C(=CC1)C(C)C)NC(=O)NS(=O)(=O)C1=CC2=C(O1)C1CCC(C2(C)O)C1)C(C)C N-((3-chloro-2,6-diisopropylphenyl)carbamoyl)-4-hydroxy-4-methyl-5,6,7,8-tetrahydro-4H-5,8-methanocyclohepta[b]furan-2-sulfonamide